CN1CCN(CC1)CC1=C(C=C(N)C=C1)C(F)(F)F 4-((4-methyl-piperazin-1-yl)methyl)-3-(trifluoromethyl)aniline